C(C)NC1=CC(=C2C(=N1)C=C(S2)C2=CC=NN2)NCC(CO)(C)C 3-(5-(ethylamino)-2-(1H-pyrazol-5-yl)thieno[3,2-b]pyridin-7-ylamino)-2,2-dimethyl-1-propanol